C(C)(C)(C)OC(=O)C=1C(=NN2C1N=C(C(=C2)F)Cl)N 2-Amino-5-chloro-6-fluoropyrazolo[1,5-a]pyrimidine-3-carboxylic acid tert-butyl ester